C(C)(C)(C)OC(=O)N(C1CCN(CC1)C=1C=2N(C(=CC1)C(=O)O)N=C(C2)CO[Si](C)(C)C(C)(C)C)C2CC2 4-[4-[tert-butoxycarbonyl(cyclopropyl)amino]-1-piperidyl]-2-[[tert-butyl(dimethyl)silyl]oxymethyl]pyrazolo[1,5-a]pyridine-7-carboxylic acid